(19R)-5-bromo-3-ethyl-16-fluoro-10,19-dimethyl-20-oxa-3,4,10,11,23-pentaazapentacyclo[19.3.1.02,6.08,12.013,18]pentacosa-1(24),2(6),4,8,11,13,15,17,21(25),22-decaen-22-amine BrC1=NN(C=2C3=CN=C(C(O[C@@H](C4=CC(=CC=C4C4=NN(C=C4CC12)C)F)C)=C3)N)CC